C(#N)C1=CC(=C(C=C1)COC1=NN(C=C1)C1CCN(CC1)CC1=NC2=C(N1CC1=CN=CN1CC)C=C(C=C2)C(=O)O)F 2-[(4-{3-[(4-cyano-2-fluorophenyl)methoxy]-1H-pyrazol-1-yl}piperidin-1-yl)methyl]-1-[(1-ethyl-1H-imidazol-5-yl)methyl]-1H-benzimidazole-6-carboxylic acid